ClC=1C(=CC(=C(C1)NC1=NC=NC2=CC(=C(C=C12)NC(\C=C\[C@@H]1N(CCC1)C)=O)OC)OC)OC1=NC=CC=C1 (R,E)-N-(4-((5-chloro-2-methoxy-4-(pyridin-2-yloxy)phenyl)amino)-7-methoxyquinazolin-6-yl)-3-(1-methylpyrrolidin-2-yl)acrylamide